C(C=C)C1=C(OCC(=O)C=2C=C(C(=O)OC)C=CC2)C=CC(=C1)C(F)(F)F methyl m-{2-[2-allyl-4-(trifluoromethyl)phenoxy]acetyl}benzoate